Cl.BrC1=NC=CC(=C1)NC1CCNCC1 2-bromo-N-(piperidin-4-yl)pyridin-4-amine hydrochloride